C1(=CC=CC=C1)C1(C2=CC=CC=C2C=2C=CC(=CC12)B(O)O)C1=CC=CC=C1 9,9-diphenylfluorene-2-boronic acid